CO[C@@H]1COCC[C@H]1NCC#CC=1N(C2=CC=CC(=C2C1)NC1CCC(CC1)N(C)C)CC(F)(F)F (1R,4R)-N1-(2-(3-(((3S,4R)-3-methoxytetrahydro-2H-pyran-4-yl)amino)prop-1-yn-1-yl)-1-(2,2,2-trifluoroethyl)-1H-indol-4-yl)-N4,N4-dimethylcyclohexane-1,4-diamine